C(#N)C1=NC2=CC(=CC(=C2N=C1N1C(CC1)CF)[C@@H](C)NC1=C(C(=O)O)C=CC=C1)C 2-(((1R)-1-(2-cyano-3-(2-(fluoro-methyl)azetidin-1-yl)-7-methylquinoxalin-5-yl)ethyl)amino)benzoic acid